O=C1NCCCC12CCN(CC2)C(=O)[O-] 1-oxo-2,9-diazaspiro[5.5]undecane-9-carboxylate